tert-Butyl 3-(4-(dimethylcarbamoyl)-7-(thiazol-2-yl)benzo[d]oxazol-2-yl)-3,8-diazabicyclo[3.2.1]octane-8-carboxylate CN(C(=O)C1=CC=C(C2=C1N=C(O2)N2CC1CCC(C2)N1C(=O)OC(C)(C)C)C=1SC=CN1)C